(p-tert-butoxyphenyl)phenyliodonium trifluoromethanesulfonate FC(S(=O)(=O)[O-])(F)F.C(C)(C)(C)OC1=CC=C(C=C1)[I+]C1=CC=CC=C1